COC1=C(C=C(C=C1)[N+](=O)[O-])/N=N/C1=C(C=CC2=CC=CC=C12)O (e)-1-((2-methoxy-5-nitrophenyl)diazenyl)-naphthalen-2-ol